N[C@H]1C=C([C@@H]([C@@H]([C@H]1O)O)O)C(F)F (1S,2S,3S,6S)-6-amino-4-(difluoromethyl)cyclohex-4-ene-1,2,3-triol